(6S)-6-[2-Chloro-3-(2,4-difluorophenyl)phenyl]-2-imino-6-methyl-3-[(2S*,4S*)-2-methylpiperidin-4-yl]hexahydropyrimidin-4-one ClC1=C(C=CC=C1C1=C(C=C(C=C1)F)F)[C@@]1(CC(N(C(N1)=N)[C@@H]1C[C@@H](NCC1)C)=O)C |o1:22,24|